rac-(5R,7S)-5-methyl-6,7-dihydro-5H-cyclopenta[b]pyridine-7-carbonitrile C[C@@H]1C[C@@H](C2=NC=CC=C21)C#N |r|